O[C@@]1(CN(CC1)C1=CC=C2C3(CC=4C(=NOC4C2=C1)NS(=O)(=O)C1=C(C=CC=C1)OC)CC3)C (S)-N-(8'-(3-hydroxy-3-methylpyrrolidin-1-yl)-4'H-spiro[cyclopropane-1,5'-naphtho[2,1-d]isoxazol]-3'-yl)-2-methoxybenzenesulfonamide